C(N)(=O)NCCOC=1C(=NON1)C(NC1C2=CC(=CC=C2C1)F)=NO (2-(Carbamoylamino)ethoxy)-N-(4-fluorobicyclo[4.2.0]octa-1,3,5-trien-7-yl)-N'-hydroxy-1,2,5-oxadiazol-3-carboximidamid